(R)-8-(1-aminoethyl)-2-(4,4-dimethylpiperidin-1-yl)-3,6-dimethylquinazoline NC(C)C1=CC(=CC2=CN([C@H](N=C12)N1CCC(CC1)(C)C)C)C